2-Cyano-6-hydroxybenzothiazol C(#N)C=1SC2=C(N1)C=CC(=C2)O